7-chloro-2,4-diphenyl-2-(phenylethynyl)-2H-chromene ClC1=CC=C2C(=CC(OC2=C1)(C#CC1=CC=CC=C1)C1=CC=CC=C1)C1=CC=CC=C1